N-(7-((1-(4-((2,6-dioxopiperidin-3-yl)amino)-2-fluoro-5-methoxyphenyl)piperidin-4-yl)methyl)-7-azaspiro[3.5]nonan-2-yl)-4-methoxypyridineamide O=C1NC(CCC1NC1=CC(=C(C=C1OC)N1CCC(CC1)CN1CCC2(CC(C2)NC(=O)C2=NC=CC(=C2)OC)CC1)F)=O